isopropyl-dimethylchlorosilane C(C)(C)[Si](Cl)(C)C